(R)-5-(6-(4-fluorophenyl)-1H-indole-2-carboxamido)pentane-1,4-diamine chloride [Cl-].FC1=CC=C(C=C1)C1=CC=C2C=C(NC2=C1)C(=O)NC[C@@H](CCCN)N